OC=1C=C(C=CC1)C=1C(=NN2C1N=C(C=C2C=2C=NN(C2)C)N2CC1=CC=CC=C1C2)C(=O)N (3-hydroxyphenyl)-5-(isoindolin-2-yl)-7-(1-methyl-1H-pyrazol-4-yl)pyrazolo[1,5-a]pyrimidine-2-carboxamide